C(C)(C)(C)N1CC=C(C=C1)NC(CC1=C(C=C(C=C1)Cl)O)=O N-tert.-Butyl-4-[[2-(4-chloro-2-hydroxyphenyl)acetyl]amino]pyridin